C(CC)N1C=2N(C=3N=C(NC3C1=O)C=1C=NN(C1)CCC1=CC(=CC=C1)C(F)(F)F)C=CN2 5-propyl-2-[1-[2-[3-(trifluoromethyl)phenyl]ethyl]pyrazol-4-yl]-3H-imidazo[2,1-b]purin-4-one